F[C@@H]1[C@@H]([C@@H](N(C1)C(C(C)C)=O)CC=1C(=C(C=CC1)C1=CC=CC=C1)F)NS(=O)(=O)CC N-[(2S,3R,4S)-4-fluoro-2-[(2-fluoro[1,1'-biphenyl]-3-yl)methyl]-1-(2-methylpropanoyl)pyrrolidin-3-yl]ethanesulfonamide